C1=CC=CC(CCC1)N(C)C 5-cyclooctadienyl-(N,N-dimethylamine)